Methyl 3'-cyano-4'-fluoro-6-(3-(4-(hydroxy methyl)phenoxy)azetidin-1-yl)-[1,1'-biphenyl]-2-formate C(#N)C=1C=C(C=CC1F)C=1C(=CC=CC1N1CC(C1)OC1=CC=C(C=C1)CO)C(=O)OC